2-(1-(3-Methoxypropyl)-1H-imidazol-2-yl)-7-(pyridin-2-yl)thieno[3,2-d]pyrimidin-4-ol COCCCN1C(=NC=C1)C=1N=C(C2=C(N1)C(=CS2)C2=NC=CC=C2)O